N-(tert-butyl)-5-(3-(thiazol-4-yl)-1H-pyrrol-2-yl)-1H-indole-4-carboxamide C(C)(C)(C)NC(=O)C=1C=2C=CNC2C=CC1C=1NC=CC1C=1N=CSC1